ONC(=O)C1=CC2=C(OCC(N2CCC2=CC=CC=C2)=O)C=C1 N-hydroxy-3-oxo-4-phenethyl-3,4-dihydro-2H-benzo[b][1,4]oxazine-6-carboxamide